1-(4-(4-cyano-3-methylphenyl)-5-(isopropylthio)thiazol-2-yl)-4-(3-fluorophenyl)-3-methyl-1H-pyrazole-5-carboxylic acid C(#N)C1=C(C=C(C=C1)C=1N=C(SC1SC(C)C)N1N=C(C(=C1C(=O)O)C1=CC(=CC=C1)F)C)C